ClC1=C(C=CC(=C1)C=1C=NN(C1)C1OCCCC1)N1CCC(CC1)CN1C(CCC1)=O 1-((1-(2-chloro-4-(1-(tetrahydro-2H-pyran-2-yl)-1H-pyrazol-4-yl)phenyl)piperidin-4-yl)methyl)pyrrolidin-2-one